C1N(CCC2=CC=CC=C12)C[C@H](CNC1=NNC2=C1N=CN=C2O)O (S)-3-((3-(3,4-dihydroisoquinolin-2(1H)-yl)-2-hydroxypropyl)amino)-1H-pyrazolo[4,3-d]pyrimidin-7-ol